C(C)OC(CC(C=N)Br)=O 3-bromo-4-iminobutyric acid ethyl ester